O1CCN(CC1)CCCN1CCN(C2=CC=CC=C12)C1=CC=CC=C1 3-morpholino-1-(4-phenyl-3,4-dihydroquinoxalin-1(2H)-yl)propan